N[C@@H](CC(C)C)C(=O)N[C@H]1[C@@H](O[C@@H]([C@H]([C@@H]1O)O)CO)N(C(CCCCCCCCCCC)=O)CCCCCCCCCCCCCCCCCC N-(2-deoxy-2-L-leucylamino-β-D-glucopyranosyl)-N-octadecyldodecanamide